3-[6-(4,4-difluoropiperidin-1-yl)-5-fluoropyridin-3-yl]-1,2-oxazole-5-carboxylic acid FC1(CCN(CC1)C1=C(C=C(C=N1)C1=NOC(=C1)C(=O)O)F)F